CN(C(OC(C)(C)C)=O)C1CCC(CC1)=C Tert-butyl N-methyl-N-(4-methylenecyclohexyl)carbamate